[9-(acetoxymethyl)-2,7-bis[2-[(2R,3S,4R,5S,6R)-3,4,5-trihydroxy-6-(hydroxymethyl)tetrahydropyran-2-yl]ethynyl]fluoren-9-yl]methyl acetate C(C)(=O)OCC1(C2=CC(=CC=C2C=2C=CC(=CC12)C#C[C@H]1O[C@@H]([C@H]([C@@H]([C@@H]1O)O)O)CO)C#C[C@H]1O[C@@H]([C@H]([C@@H]([C@@H]1O)O)O)CO)COC(C)=O